CSC1=CC=C(C=C1)C(C(C)(C)O)=O 1-(4-methylthiophenyl)-2-hydroxy-2-methylpropan-1-one